C1(=CC=C(C=C1)N=C=NC(=O)C=1C(=CC=CC1)C)N=C=NC(=O)C=1C(=CC=CC1)C p-phenylenebis(o-toluoylcarbodiimide)